Cl.Cl.N[C@@H]1CN(C[C@@H](C1)C)C1=C(C=NC=C1)NC(=O)C=1C(=C(C(=CC1)F)C1=C(C=C(C=C1F)C(=O)OC)F)F Methyl 3'-((4-((3S,5R)-3-amino-5-methylpiperidin-1-yl)pyridin-3-yl)carbamoyl)-2,2',6,6'-Tetrafluoro-[1,1'-biphenyl]-4-carboxylate dihydrochloride